CCCCCC=C=CCCO 4-decadien-1-ol